tungsten copper [Cu].[W]